C(C)(C)(C)OC(=O)N([C@H]1C[C@H](C[C@@H]1OC)NC(OCC1=CC=CC=C1)=O)C Benzyl {(1R,3S,4S)-3-[(tert-butoxycarbonyl)(methyl)amino]-4-methoxycyclopentyl}carbamate